(8aS)-7-(3-([1,2,4]triazolo[1,5-a]pyridin-5-yl)propyl)-2-(5-cyclopropylpyridin-2-yl)hexahydropyrrolo[1,2-a]pyrazin-6(2H)-one N=1C=NN2C1C=CC=C2CCCC2C[C@@H]1N(CCN(C1)C1=NC=C(C=C1)C1CC1)C2=O